diisopropyl 2-phenylcyclopropane-1,1-dicarboxylate C1(=CC=CC=C1)C1C(C1)(C(=O)OC(C)C)C(=O)OC(C)C